C(C)(C)(C)OC(=O)N1C[C@H](OCC1)CN1N=CC(=C1)[N+](=O)[O-] (S)-2-((4-nitro-1H-pyrazol-1-yl)methyl)morpholine-4-carboxylic acid tert-butyl ester